C(C)(C)(C)CC(CNC([O-])=O)OC1=NC(=C2N=CN(C2=N1)CC1=CC(=CC=C1)CP(=O)(OC)O)N (tert-butyl 2-((6-amino-9-(3-((hydroxy(methoxy)phosphoryl)methyl)benzyl)-9H-purin-2-yl)oxy)propyl)carbamate